1-(2,3-difluoro-4-(1H-pyrazol-4-yl)phenyl)piperazine FC1=C(C=CC(=C1F)C=1C=NNC1)N1CCNCC1